(S)-3-bromo-4-((1-cyclopropyl-2,2-difluoro-3-hydroxypropyl)amino)-1-isopropyl-6-nitroquinolin-2(1H)-one BrC=1C(N(C2=CC=C(C=C2C1N[C@H](C(CO)(F)F)C1CC1)[N+](=O)[O-])C(C)C)=O